F[C@@H]1CN(CC[C@@H]1N)S(=O)(=O)C |r| (+/-)-cis-3-fluoro-1-(methylsulfonyl)piperidin-4-amine